tert-butyl 3-(cyclopenten-1-yl)-2,5-dihydropyrrole-1-carboxylate C1(=CCCC1)C=1CN(CC1)C(=O)OC(C)(C)C